COC1=C2C(=NN(C2=CC=C1[C@H](C(F)(F)F)OC)C([2H])([2H])[2H])N (R)-4-methoxy-1-(methyl-d3)-5-(2,2,2-trifluoro-1-methoxyethyl)-1H-indazol-3-amine